3-(3,6-di-tert-butyl-9H-carbazol-9-yl)-5'-fluoro-3'-methyl-5-(2,4,4-trimethylpentan-2-yl)biphenyl C(C)(C)(C)C=1C=CC=2N(C3=CC=C(C=C3C2C1)C(C)(C)C)C=1C=C(C=C(C1)C(C)(CC(C)(C)C)C)C1=CC(=CC(=C1)F)C